N1C=CC2=CC(=CC=C12)C(C(=O)N)=C (1H-INDOL-5-YL)ACRYLAMIDE